3-(4-methylpiperazin-1-yl)benzene-1,2-diamine CN1CCN(CC1)C1=C(C(=CC=C1)N)N